4-(1-((tert-butoxycarbonyl)amino)cyclobutyl)benzoic acid methyl ester COC(C1=CC=C(C=C1)C1(CCC1)NC(=O)OC(C)(C)C)=O